C1=CC(=CC2=NC3=CC=CC=C3C=C12)C(=O)OC methyl 3-acridinecarboxylate